C12N(CC(NC1)CC2)C=2SC1=C(N2)C=CC(=C1)C(=O)N[C@H]1CCOC2=CC=CC=C12 2-(2,5-diazabicyclo[2.2.2]oct-2-yl)-N-((S)-chroman-4-yl)benzo[d]thiazole-6-carboxamide